N-((6-aminopyridin-2-yl)sulfonyl)-6-(5-fluoro-2-hydroxyphenyl)-2-(mesityloxy)-pyridine-3-carboxamide NC1=CC=CC(=N1)S(=O)(=O)NC(=O)C=1C(=NC(=CC1)C1=C(C=CC(=C1)F)O)OC1=C(C=C(C=C1C)C)C